((4-(7-(((2S,5R)-5-aminotetrahydro-2H-pyran-2-yl)methyl)-2,7-diazaspiro[3.5]non-2-yl)pyrimidin-5-yl)oxy)-5-fluoro-N-isopropyl-N-methylbenzamide hydrochloride Cl.N[C@@H]1CC[C@H](OC1)CN1CCC2(CN(C2)C2=NC=NC=C2OC2=C(C(=O)N(C)C(C)C)C=C(C=C2)F)CC1